4-(((2-((trans-4-((benzylcarbamoyl)(5-(1-methyl-1H-pyrazol-4-yl)pyridin-2-yl)amino)cyclohexyl)amino)-5-cyanopyrimidin-4-yl)amino)methyl)benzenesulfonamide C(C1=CC=CC=C1)NC(=O)N([C@@H]1CC[C@H](CC1)NC1=NC=C(C(=N1)NCC1=CC=C(C=C1)S(=O)(=O)N)C#N)C1=NC=C(C=C1)C=1C=NN(C1)C